(3R)-N-(4-tert-butylphenyl)-N-[2-(cyclohexylamino)-2-oxo-1-(3-pyridyl)ethyl]-1,2,3,4-tetrahydroisoquinoline-3-carboxamide C(C)(C)(C)C1=CC=C(C=C1)N(C(=O)[C@@H]1NCC2=CC=CC=C2C1)C(C(=O)NC1CCCCC1)C=1C=NC=CC1